C(C1=CC=CC=C1)C1=CC(=NC(=C1)C1=CC(=CC=C1)[N+](=O)[O-])Cl 4-benzyl-2-chloro-6-(3-nitrophenyl)pyridine